C1=NC=CC=2NC=3C=C(C=CC3C21)C=2C=CC(=NC2)OCCOCCOCCOCCOCCOCC(=O)OC(C)(C)C tert-butyl 17-((5-(5H-pyrido[4,3-b]indol-7-yl)pyridin-2-yl)oxy)-3,6,9,12,15-pentaoxaheptadecan-1-oate